N-(3,5-dichloro-4-(2,6-dioxopiperidin-3-yl)benzyl)-4-(1H-indazol-5-yl)tetrahydro-2H-pyran-4-carboxamide ClC=1C=C(CNC(=O)C2(CCOCC2)C=2C=C3C=NNC3=CC2)C=C(C1C1C(NC(CC1)=O)=O)Cl